(3R)-11-(5-chloro-2,4-difluorophenyl)-3-methoxy-10-(trifluoromethyl)-3,4-dihydro-2H,6H-[1,4]thiazepino[2,3,4-ij]quinazoline-6,8(7H)-dione ClC=1C(=CC(=C(C1)C1=C(C=C2C(NC(N3C2=C1SC[C@@H](C3)OC)=O)=O)C(F)(F)F)F)F